8'-Bromo-7'-fluoro-3'-methyl-1-(o-tolyl)spiro[azetidine-3,1'-pyrrolo[2,3-c]quinolin]-2'(3'H)-one BrC1=CC=2C3=C(C=NC2C=C1F)N(C(C31CN(C1)C1=C(C=CC=C1)C)=O)C